6-Amino-4-hydroxynaphthalin NC=1C=C2C(=CC=CC2=CC1)O